ClC=1C=C(C=CC1)N1C=C(C2=C1N=CN=C2N2C[C@H](N(C[C@@H]2C)C(C(C)(C)C)=O)C)C(F)(F)F 1-((2R,5S)-4-(7-(3-chlorophenyl)-5-(trifluoromethyl)-7H-pyrrolo[2,3-d]pyrimidin-4-yl)-2,5-dimethylpiperazin-1-yl)-2,2-dimethylpropan-1-one